ClC=1C=C(C=CC1)[C@@](CNC(=O)[C@@H]1[C@@H](C1)C1CCCC1)(C)OC |&1:12,13| (1SR,2SR)-N-[(2R)-2-(3-chlorophenyl)-2-methoxy-propyl]-2-cyclopentyl-cyclopropanecarboxamide